1-(4-(6-(1-acryloylpyrrolidin-3-yl)-4-amino-7-methyl-7H-pyrrolo[2,3-d]pyrimidin-5-yl)phenyl)imidazolidin-2-one C(C=C)(=O)N1CC(CC1)C1=C(C2=C(N=CN=C2N)N1C)C1=CC=C(C=C1)N1C(NCC1)=O